FC1=CC=C(C=C1)NC(N([C@H](C)C1=NN(C(C2=CC=CC=C12)=O)C)CC(C)C)=O |r| Racemic-3-(4-fluorophenyl)-1-isobutyl-1-(1-(3-methyl-4-oxo-3,4-dihydrophthalazin-1-yl)ethyl)urea